tert-butyl (2R,5S)-2-ethyl-4-[[4-fluoro-2-(trifluoromethyl)phenyl]carbamoyl]-5-(hydroxymethyl)piperazine-1-carboxylate C(C)[C@H]1N(C[C@H](N(C1)C(NC1=C(C=C(C=C1)F)C(F)(F)F)=O)CO)C(=O)OC(C)(C)C